ClC=1C=CC(=C2CC(N(C12)CC)=O)C1=C(C=C(C=C1O)CCC)O 7-Chloro-4-(2,6-dihydroxy-4-propylphenyl)-1-ethylindolin-2-one